ClC1=C(C(=O)NC2(CC2)C2=NC=CC=C2)C=C(C=C1)C1=CC(=NO1)C=1N(N=C(C1C(F)(F)F)C(C(F)(F)F)(F)F)C 2-chloro-5-[3-[2-methyl-5-(1,1,2,2,2-pentafluoroethyl)-4-(trifluoromethyl)pyrazol-3-yl]isoxazol-5-yl]-N-[1-(2-pyridyl)cyclopropyl]benzamide